3-{3-[(4-oxopiperidin-1-yl)-sulfonyl]phenyl}-3-[4-(7H-pyrrolo[2,3-d]-pyrimidin-4-yl)-1H-pyrazol-1-yl]propanenitrile trifluoroacetate FC(C(=O)O)(F)F.O=C1CCN(CC1)S(=O)(=O)C=1C=C(C=CC1)C(CC#N)N1N=CC(=C1)C=1C2=C(N=CN1)NC=C2